4-(5-bromothieno[2,3-c]pyridin-7-yl)morpholine BrC=1C=C2C(=C(N1)N1CCOCC1)SC=C2